FC(F)N1C=CC=2C1=NC=CC2 (difluoromethyl)-1H-pyrrolo[2,3-b]pyridine